FC=1C(=NC=CC1C1=CC(=CC=2C=C(OC21)F)CO)CNS(=O)C(C)(C)C N-((3-fluoro-4-(2-fluoro-5-(hydroxymethyl)benzofuran-7-yl)pyridin-2-yl)methyl)-2-methylpropane-2-sulfinamide